ClC1=CC=C(C=C1)C=1C=C(C(N(N1)C1=CSC(=C1)C)=O)C(=O)N[C@H](CO)C 6-(4-chlorophenyl)-N-[(2S)-1-hydroxyprop-2-yl]-2-(5-methyl-3-thienyl)-3-oxo-2,3-dihydropyridazine-4-carboxamide